4-Amino-7-((3R,5S)-5-methylpyrrolidin-3-yl)-N-((R)-1-phenylethyl)-6-(prop-1-yn-1-yl)-7H-pyrrolo[2,3-d]pyrimidine-5-carboxamide hydrochloride Cl.NC=1C2=C(N=CN1)N(C(=C2C(=O)N[C@H](C)C2=CC=CC=C2)C#CC)[C@H]2CN[C@H](C2)C